OCC(C)OC1=C(C=C(C=C1)C(CCC1=C(N=C(S1)C1=CC=C(C=C1)C(F)(F)F)C(C)C)=O)C 1-(4-((1-hydroxypropan-2-yl)oxy)-3-methylphenyl)-3-(4-isopropyl-2-(4-(trifluoromethyl)phenyl)thiazol-5-yl)propan-1-one